rac-N-{[4-(3-methyl-1,2-oxazol-4-yl)-2,5-dioxoimidazolidin-4-yl]methyl}-2-[6-(trifluoromethyl)pyridin-3-yl]benzamide CC1=NOC=C1[C@@]1(NC(NC1=O)=O)CNC(C1=C(C=CC=C1)C=1C=NC(=CC1)C(F)(F)F)=O |r|